COC(=O)C1=CC(C2=CC(=CC(N12)=O)O)(C)C (3S)-7-hydroxy-1,1-dimethyl-5-oxoindolizine-3-carboxylic acid methyl ester